C(C)(C)(C)OC(=O)N1CCN(CC1)CCN1N=C2C3=C(CCC2=C1)OC(=C3C)C(NC[C@H]3OCCC3)=O tert-Butyl-4-[2-(8-methyl-7-{[(2S)-tetrahydrofuran-2-ylmethyl]carbamoyl}-4,5-dihydro-2H-furo[2,3-g]indazol-2-yl)ethyl]piperazin-1-carboxylat